1-vinyloxy-2,4-dimethylbenzene C(=C)OC1=C(C=C(C=C1)C)C